ClC1=CC=C(C=C1)N1C(C=2CCCCC2C1=O)=O 2-(4-chlorophenyl)-4,5,6,7-tetrahydroisoindol-1,3-dione